N-(trans-4-(difluoromethoxy)cyclohexyl)-5-(2,3-dimethyl-3H-imidazo[4,5-b]pyridin-5-yl)pyrrolo[2,1-f][1,2,4]triazin-2-amine FC(O[C@@H]1CC[C@H](CC1)NC1=NN2C(C=N1)=C(C=C2)C2=CC=C1C(=N2)N(C(=N1)C)C)F